NC(C(F)(F)F)C 2-amino-1,1,1-trifluoropropane